N,N-di(2-ethylhexyl)amine C(C)C(CNCC(CCCC)CC)CCCC